C(N)(OC1C(C=CC=C(C(NC2=CC(C(=C(CC(CC(C(C(C=C1C)C)O)OC)C)C2=O)NCC=C)=O)=O)C)OC)=O 19-(allylamino)-13-hydroxy-8,14-dimethoxy-4,10,12,16-tetramethyl-3,20,22-trioxo-2-azabicyclo[16.3.1]docosa-1(21),4,6,10,18-pentaen-9-yl carbamate